ClC1=C(C=CC=C1)[C@@H](C(=O)OC)N1CC2=C(CC1)SC(=C2)OC(\C=C\C=C\C)=O methyl (S)-2-(2-chlorophenyl)-2-(2-((2E,4E)-2,4-hexadienoyloxy)-6,7-dihydro-thieno[3,2-c]pyridin-5(4H)-yl)-acetate